4-chloro-N-[5-(2,2-difluorocyclopropyl)-1H-pyrazol-3-yl]-N-methyl-butanamide ClCCCC(=O)N(C)C1=NNC(=C1)C1C(C1)(F)F